5,7-dimethyl-6-(3-nitrophenyl)-2-(pyridin-2-yl)-2,6-dihydro-1H-pyrrolo[3,4-d]pyridazin-1-one CC=1N(C(=C2C(N(N=CC21)C2=NC=CC=C2)=O)C)C2=CC(=CC=C2)[N+](=O)[O-]